((S)-5-(2-Chlorophenyl)-1,4-oxazepan-4-yl)-2-fluoro-N-((R,E)-4-(methylsulfonyl)but-3-en-2-yl)benzamide ClC1=C(C=CC=C1)[C@H]1N(CCOCC1)C=1C(=C(C(=O)N[C@H](C)\C=C\S(=O)(=O)C)C=CC1)F